8-methyl-3,4-dihydroquinoxalin-2(1H)-one CC=1C=CC=C2NCC(NC12)=O